CC1(C2C3=C(NC(=N3)C3=CC=C(C=O)C=C3)CC1C2)C 4-(5,5-dimethyl-4,5,6,7-tetrahydro-1H-4,6-methanobenzo[d]imidazol-2-yl)benzaldehyde